C1(CCCCC1)CCC(C(C)(OC)OC)CCC1CCCCC1 bis(2-cyclohexylethyl)-2,2-dimethoxypropane